(2S,3S,4R,5R)-N-ethyl-3,4-dihydroxyl-5-(2-(1-methyl-3-(trifluoromethyl)-1H-pyrazol-4-yl)-6-(methylamino)-9H-purin-9-yl)tetrahydrofuran-2-carboxamide C(C)NC(=O)[C@H]1O[C@H]([C@@H]([C@@H]1O)O)N1C2=NC(=NC(=C2N=C1)NC)C=1C(=NN(C1)C)C(F)(F)F